Tert-butyl 9-cyano-4,5-dihydro-1H-benzo[c]azepine-2(3H)-carboxylate C(#N)C1=CC=CC2=C1CN(CCC2)C(=O)OC(C)(C)C